C(=C)C1=CC=C(C=C1)CP(O)(O)=O (4-vinylphenyl)methylphosphonic acid